C(C)(C)(C)OC(=O)N1CC2=C(C3=C(N=CN=C3N)N2CC1)I 4-amino-5-iodo-8,9-dihydropyrazino[1',2':1,5]pyrrolo[2,3-d]pyrimidine-7(6H)-carboxylic acid tert-butyl ester